8-Fluoro-2-(1-methylpiperidin-4-yl)-4-{[4-(2-methylpropyl)phenyl]methyl}-1,5-dihydro-2,4-benzodiazepine FC=1C=CC2=C(CN(CN(C2)CC2=CC=C(C=C2)CC(C)C)C2CCN(CC2)C)C1